butyl (2-(3,5-dichloro-4-((5-isopropyl-6-oxo-1,6-dihydropyridin-3-yl)oxy)phenyl)-3,5-dioxo-2,3,4,5-tetrahydro-1,2,4-triazin-6-yl)carbamate ClC=1C=C(C=C(C1OC1=CNC(C(=C1)C(C)C)=O)Cl)N1N=C(C(NC1=O)=O)NC(OCCCC)=O